C(N)(=O)CC[C@@H]([C@@H](C)OCC1=CC=C(C=C1)CCOCCCC1=CC=CC=2N(C(N(C21)C)=O)C2C(NC(CC2)=O)=O)NC(OC(C)(C)C)=O tert-butyl N-[(3S,4R)-1-carbamoyl-4-[[4-(2-[3-[1-(2,6-dioxopiperidin-3-yl)-3-methyl-2-oxo-1,3-benzodiazol-4-yl]propoxy] ethyl)phenyl] methoxy] pentan-3-yl]carbamate